2,5-dinitrobenzoate [N+](=O)([O-])C1=C(C(=O)[O-])C=C(C=C1)[N+](=O)[O-]